1-((2R,5S)-4-(7-(3-amino-5-methyl-1H-indazol-4-yl)-6-chloro-2-(3-(dimethylamino)propyl-amino)-8-fluoroquinazolin-4-yl)-2,5-dimethylpiperazin-1-yl)prop-2-en-1-one NC1=NNC2=CC=C(C(=C12)C1=C(C=C2C(=NC(=NC2=C1F)NCCCN(C)C)N1C[C@H](N(C[C@@H]1C)C(C=C)=O)C)Cl)C